thiomorpholinyl (thiamorpholinyl) sulfoxide N1(CCSCC1)S(=O)N1CCSCC1